6,7-dimethoxy-4-((5-nitropyridin-2-yl)oxy)quinoline Carbon [C].COC=1C=C2C(=CC=NC2=CC1OC)OC1=NC=C(C=C1)[N+](=O)[O-]